FC1=C(C=C(C=C1)C(=O)N1[C@@H](C=2N(CC1)C(=NN2)C=2SC=C(N2)N2CCCC2)C)[2H] (R)-(4-fluorophenyl-3-d)(8-methyl-3-(4-(pyrrolidin-1-yl)thiazol-2-yl)-5,6-dihydro-[1,2,4]triazolo[4,3-a]pyrazin-7(8H)-yl)methanone